CC1CNC2=C(O1)N=CC(=C2C)C=2C(=C(C=1C=NC(=NC1C2)NC2=CC=C1CCN(CC1=C2)C(C)C)N)F 7-(3,8-dimethyl-2,3-dihydro-1H-pyrido[2,3-b][1,4]oxazin-7-yl)-6-fluoro-N2-(2-isopropyl-1,2,3,4-tetrahydroisoquinolin-7-yl)quinazoline-2,5-diamine